NC1=C(C=2C(=NC=C(N2)OC2CC2)N1C1=C(C(=CC=C1C)OC)C)C(=O)N 6-amino-2-(cyclopropyloxy)-5-(3-methoxy-2,6-dimethyl-phenyl)pyrrolo[2,3-b]Pyrazine-7-carboxamide